C(CCC)(C1=CC(=C(C=C1C)O)C(C)(C)C)C1=CC(=C(C=C1C)O)C(C)(C)C 4,4'-butylidenebis(2-t-butyl-5-methylphenol)